9-Bromo-10-(4-(naphthalen-2-yl-d7)phenyl-2,3,5,6-d4)anthracene-1,2,3,4,5,6,7,8-d8 BrC=1C2=C(C(=C(C(=C2C(=C2C(=C(C(=C(C12)[2H])[2H])[2H])[2H])C1=C(C(=C(C(=C1[2H])[2H])C1=C(C2=C(C(=C(C(=C2C(=C1[2H])[2H])[2H])[2H])[2H])[2H])[2H])[2H])[2H])[2H])[2H])[2H])[2H]